4-(4-(4-(1-ethylpiperidin-4-yl)piperazin-1-yl)piperidin-1-yl)-3-((4-(icosyloxy)phenyl)sulfonyl)-6-(methylthio)quinoline C(C)N1CCC(CC1)N1CCN(CC1)C1CCN(CC1)C1=C(C=NC2=CC=C(C=C12)SC)S(=O)(=O)C1=CC=C(C=C1)OCCCCCCCCCCCCCCCCCCCC